Cl.NC/C(/CN1N=CN(C1=O)CC1=CC=C(S1)C1=CC2=C(COC(N2)=O)C=C1)=C\F 7-[5-(1-[(2E)-2-(aminomethyl)-3-fluoroprop-2-en-1-yl]-5-oxo-1,5-dihydro-4H-1,2,4-triazol-4-ylmethyl)thiophen-2-yl]-1,4-dihydro-2H-3,1-benzoxazin-2-one hydrochloride